(S)-1-(4-(2,3-dimethylphenyl)piperazin-1-yl)-2-(3-(4-(2-hydroxyacetyl)-2-methylpiperazine-1-carbonyl)-5,6-dihydrocyclopenta[c]pyrazol-1(4H)-yl)ethanone CC1=C(C=CC=C1C)N1CCN(CC1)C(CN1N=C(C2=C1CCC2)C(=O)N2[C@H](CN(CC2)C(CO)=O)C)=O